N-(5-chloro-6-(1,3-dihydro-2H-1,2,3-triazol-2-yl)-1,6-dihydropyridin-3-yl)-1-methyl-2-(1-oxo-1,2-dihydroisoquinolin-5-yl)-4,5-dihydro-1H-imidazole-5-carboxamide ClC1=CC(=CNC1N1NC=CN1)NC(=O)C1CN=C(N1C)C1=C2C=CNC(C2=CC=C1)=O